N-(1-(7-Aminonaphthalen-1-yl)cyclopropyl)-2-methyl-5-((1-methylazetidin-2-yl)methoxy)benzamide NC1=CC=C2C=CC=C(C2=C1)C1(CC1)NC(C1=C(C=CC(=C1)OCC1N(CC1)C)C)=O